C1(CCCCC1)[C@H](CO)NC(=O)C1C2(C1)COC1=C2C=C(C=C1)F cis-N-[(1R)-1-Cyclohexyl-2-hydroxyethyl]-5-fluoro-2H-spiro[1-benzofuran-3,1'-cyclopropane]-2'-carboxamide